C(C1=CC=CC=C1)NC=1C(C(C1NCC1=CC=C(C=C1)C1=NOC(=N1)C(F)(F)Cl)=O)=O 3-(benzylamino)-4-((4-(5-(chlorodifluoromethyl)-1,2,4-oxadiazol-3-yl)benzyl)amino)cyclobut-3-ene-1,2-dione